citronelloyl-oxyacetaldehyde C(CC(C)CCC=C(C)C)(=O)OCC=O